2-(2-(4-Methyl-3-cyclohexen-1-yl)propyl)cyclopentanon CC1=CCC(CC1)C(CC1C(CCC1)=O)C